(1,9-dioxaspiro[5.5]undecan-4-yl)methanesulfonyl chloride O1CCC(CC12CCOCC2)CS(=O)(=O)Cl